tert-Butyl (3-chloro-4-(2,2-difluoroethyl)-2-fluorophenyl)carbamate ClC=1C(=C(C=CC1CC(F)F)NC(OC(C)(C)C)=O)F